2,5-dimethylfurfural CC1(C=O)CC=C(O1)C